N-(Ethoxycarbonylmethyl)-p-menthane-3-carboxamide C(C)OC(=O)CNC(=O)C1CC(CCC1C(C)C)C